2-[3-(3-hydroxy-3-methylpyrrolidin-1-yl)pyrazol-1-yl]benzonitrile OC1(CN(CC1)C1=NN(C=C1)C1=C(C#N)C=CC=C1)C